CC(CC(CC)O)C 5-methylhexane-3-ol